1-(6-(6-chloro-8-fluoro-7-(6-fluoro-1-methyl-1H-indazol-7-yl)-2-(((S)-1-methylpyrrolidin-2-yl)methoxy)quinazolin-4-yl)-2,6-diazaspiro[3.3]heptan-2-yl)prop-2-en-1-one ClC=1C=C2C(=NC(=NC2=C(C1C=1C(=CC=C2C=NN(C12)C)F)F)OC[C@H]1N(CCC1)C)N1CC2(CN(C2)C(C=C)=O)C1